C1(=CC=CC=C1)NC1=CC=C(C=C1)N(C(C)C)C(CC(C)C)C N-phenyl-N'-isopropyl-1,3-dimethylbutyl-p-phenylenediamine